C(C)N1N=C(C=C1C=1NC(=NN1)C1=C2C=NN(C2=CC(=C1)C(=O)N)C[C@H](C)C1CCNCC1)C 4-[5-(1-ethyl-3-methyl-1H-pyrazol-5-yl)-4H-1,2,4-triazol-3-yl]-1-[(2R)-2-(piperidin-4-yl)propyl]-1H-indazole-6-carboxamide